(2R,3S,5R)-5-(6-amino-2-fluoro-9H-purin-9-yl)-2-(hydroxymethyl)-2-isobutyltetrahydrofuran-3-ol NC1=C2N=CN(C2=NC(=N1)F)[C@H]1C[C@@H]([C@@](O1)(CC(C)C)CO)O